isopropyl ((((1S,4R)-4-(2-amino-6-methoxy-9H-purin-9-yl)cyclopent-2-en-1-yl)methoxy)(3,5-dimethoxyphenoxy)phosphoryl)-L-alaninate NC1=NC(=C2N=CN(C2=N1)[C@H]1C=C[C@H](C1)COP(=O)(OC1=CC(=CC(=C1)OC)OC)N[C@@H](C)C(=O)OC(C)C)OC